5-chloro-2-(difluoromethyl)-N-((1r,4r)-4-((2-oxo-3-(quinolin-6-yl)-2,3-dihydro-1H-imidazo[4,5-b]pyridin-1-yl)methyl)cyclohexyl)nicotinamide ClC=1C=NC(=C(C(=O)NC2CCC(CC2)CN2C(N(C3=NC=CC=C32)C=3C=C2C=CC=NC2=CC3)=O)C1)C(F)F